9-(4-Hydroxybenzyl)-2-(pyrrolidin-1-yl)-6-thiomorpholino-9H-purin OC1=CC=C(CN2C3=NC(=NC(=C3N=C2)N2CCSCC2)N2CCCC2)C=C1